N1=CC=C(C=C1)C1=C(C=C(C(=C1)C)C1=CC=NC=C1)C 2,5-bis(4-pyridinyl)-1,4-xylene